7-bromo-4,6-dichloro-1-(4,6-diisopropylpyrimidin-5-yl)-8-fluoro-3-nitroquinolin-2(1H)-one BrC1=C(C=C2C(=C(C(N(C2=C1F)C=1C(=NC=NC1C(C)C)C(C)C)=O)[N+](=O)[O-])Cl)Cl